NC1=CC=C(C=C1)CCNC(=O)NCCC1=CC=C(C=C1)N 1,3-bis(4-aminophenyl-ethyl)urea